CC1=NC=C(C=N1)NC(OC[C@@H]1OC2=C(C3=C(N=C(S3)C=3C=C(C=C4C=C(C=NC34)OC)Cl)C=C2)OC1)=O (R)-(2-(6-chloro-3-methoxyquinolin-8-yl)-7,8-dihydro-[1,4]dioxino[2',3':3,4]benzo[1,2-d]thiazol-7-yl)methyl (2-methylpyrimidin-5-yl)carbamate